ClC1=NC=C(C(=C1)C1=CC=2N(C=C1)N=C(C2)NC(=O)C2CC2)OC2CCC(CC2)OC2OCCCC2 N-(5-(2-chloro-5-(((1r,4r)-4-((tetrahydro-2H-pyran-2-yl)oxy)cyclohexyl)oxy)pyridin-4-yl)pyrazolo[1,5-a]pyridin-2-yl)cyclopropanecarboxamide